ClC=1C=C(COCC(=O)OCC)C=C(C1CC1=CC(=C(C=C1)O)C(C)C)Cl ethyl 2-((3,5-dichloro-4-(4-hydroxy-3-isopropylbenzyl)benzyl)oxy)acetate